NC1=C(C(=NN1C(C)C)C1=CC=C(C=C1)CC(=O)NC1=NOC(=C1)CC1CCCC1)C(=O)N 5-Amino-3-(4-(2-((5-(cyclopentylmethyl)isoxazol-3-yl)amino)-2-oxoethyl)phenyl)-1-isopropyl-1H-pyrazole-4-carboxamide